2-((4-((R)-2-(3,5-dichloropyridin-2-yl)-2H-chromen-8-yl)piperazin-1-yl)methyl)-1-(((S)-oxetan-2-yl)methyl)-1H-benzo[d]imidazole-6-carboxylic acid ClC=1C(=NC=C(C1)Cl)[C@@H]1OC2=C(C=CC=C2C=C1)N1CCN(CC1)CC1=NC2=C(N1C[C@H]1OCC1)C=C(C=C2)C(=O)O